COC1=C2C=C(NC2=CC=C1)C(=O)N1C(C2=CC=CC=C2C1)C(=O)N 2-(4-methoxy-1H-indole-2-carbonyl)isoindoline-1-carboxamide